C2-chloro-1,3-propanediol ClC(CO)CO